N-(2-(3-amino-1H-1,2,4-triazol-5-yl)ethyl)-8-fluoro-7-(8-fluoronaphthalen-1-yl)-2-((hexahydro-1H-pyrrolizine-7a-yl)methoxy)pyrido[4,3-d]pyrimidin-4-amine NC1=NNC(=N1)CCNC=1C2=C(N=C(N1)OCC13CCCN3CCC1)C(=C(N=C2)C2=CC=CC1=CC=CC(=C21)F)F